C(C)(C)(C)C=1C=C2C=NN(C(C2=C(C1)F)=O)C=1C(=C(C=C(C1)F)C=1C=C(C(N(C1)C)=O)NC(=O)C1C(C1)F)CO N-[5-[3-(6-tert-butyl-8-fluoro-1-oxo-phthalazin-2-yl)-5-fluoro-2-(hydroxymethyl)phenyl]-1-methyl-2-oxo-3-pyridinyl]-2-fluoro-cyclopropanecarboxamide